CO[C@H]([C@H](C(N[C@@H](CC1=CC=CC=C1)CNCC(F)(F)F)=O)C)[C@H]1N(CCC1)C(=O)OC(C)(C)C tert-butyl (2S)-2-[(1R,2R)-1-methoxy-2-methyl-2-{[(2S)-1-phenyl-3-[(2,2,2-trifluoroethyl)amino]propan-2-yl]carbamoyl}ethyl]pyrrolidine-1-carboxylate